(S)-tert-butyl 2-(3-(3-((1-cyclopropylethyl)carbamoyl)-1-((2-(trimethylsilyl)ethoxy)methyl)-1H-1,2,4-triazol-5-yl)phenyl)oxazole-5-carboxylate C1(CC1)[C@H](C)NC(=O)C1=NN(C(=N1)C=1C=C(C=CC1)C=1OC(=CN1)C(=O)OC(C)(C)C)COCC[Si](C)(C)C